3,7,11-trimethyl-dodecanol CC(CCO)CCCC(CCCC(C)C)C